ClC(C1=NC(=NC(=N1)C(Cl)(Cl)Cl)C1=CC=C(C=C1)SCC(=O)OCCOCC)(Cl)Cl 2-ethoxyethyl 2-{4-[2,4-bis(trichloromethyl)-s-triazin-6-yl]phenylthio}acetate